(4-(2-Chloro-3-fluorophenyl)Piperidin-1-yl)(5-(2-methoxyethyl)-4,5,6,7-tetrahydro-1H-pyrazolo[4,3-c]pyridin-3-yl)methanone ClC1=C(C=CC=C1F)C1CCN(CC1)C(=O)C1=NNC2=C1CN(CC2)CCOC